tert-butyl ((3S,4S)-8-(5-((8-chloro-2-(4-methoxyphenyl)imidazo[1,2-a]pyridin-7-yl)thio)-3-(hydroxymethyl)pyrazin-2-yl)-3-methyl-2-oxa-8-azaspiro[4.5]decan-4-yl)carbamate ClC=1C=2N(C=CC1SC=1N=C(C(=NC1)N1CCC3([C@@H]([C@@H](OC3)C)NC(OC(C)(C)C)=O)CC1)CO)C=C(N2)C2=CC=C(C=C2)OC